CC1=CC2=C(N=C(N=C2NCCCC2=CC=C(C=C2)C2=CC=C(C=C2)OC(F)(F)F)C=2C=NNC2)S1 6-methyl-2-(1H-pyrazol-4-yl)-N-(3-(4'-(trifluoromethoxy)-[1,1'-biphenyl]-4-yl)propyl)thieno[2,3-d]pyrimidin-4-amine